8-[(1R)-1-(2-bromo-5-methyl-anilino)ethyl]-2-(4,4-dimethyl-1-piperidyl)-3,6-dimethyl-chromen-4-one BrC1=C(N[C@H](C)C=2C=C(C=C3C(C(=C(OC23)N2CCC(CC2)(C)C)C)=O)C)C=C(C=C1)C